lanthanum 4,4'-dihydroxybenzophenone OC1=CC=C(C(=O)C2=CC=C(C=C2)O)C=C1.[La]